4-(1-(4-(isopropylamino)-2-(pyridin-3-yl)thieno[2,3-b]pyridin-5-yl)-1H-1,2,3-triazol-4-yl)-2-methylbutan-2-ol C(C)(C)NC1=C2C(=NC=C1N1N=NC(=C1)CCC(C)(O)C)SC(=C2)C=2C=NC=CC2